C(C1=C(C(=CC(=C1)C(C)(C)C)C(C)(C)C)O)C1=C(C(=CC(=C1)C(C)(C)C)C(C)(C)C)O 2,2'-Methylen-bis-(4,6-di-tert.butylphenol)